[N+](=O)([O-])C1=NN(C=N1)C1=CC=C(C=C1)C 3-nitro-1-(p-tolyl)-1H-1,2,4-triazole